propenyl phenyl ether C1(=CC=CC=C1)OC=CC